C(C)(C)(C)OC(=O)CCCOC=1C(=C(C2=CC=CC=C2C1)C1=CC=CC2=CC=CC=C12)OCCCC(=O)OC(C)(C)C bis(3-t-butoxycarbonylpropoxy)-1,1'-binaphthyl